BrC=1C(=C(C=CC1)C=1NC(=C(C1)CO)SC)C (2-(3-bromo-2-methylphenyl)-5-methylsulfanyl-azol-4-yl)methanol